4-(2-(2-Aminopyridin-3-yl)-5-methoxy-3H-imidazo[4,5-b]pyridin-3-yl)benzyl acetate C(C)(=O)OCC1=CC=C(C=C1)N1C(=NC=2C1=NC(=CC2)OC)C=2C(=NC=CC2)N